4-(4-(2-(3,4-dimethoxyphenyl)-3-(2,2,2-trifluoroethyl)-1H-indol-5-yl)piperidin-1-yl)-N,N-dimethyl-4-oxobutanamide COC=1C=C(C=CC1OC)C=1NC2=CC=C(C=C2C1CC(F)(F)F)C1CCN(CC1)C(CCC(=O)N(C)C)=O